C(C)(C)(C)N1CC2(CC1)C(NC1=C(O2)N=CC=C1)=O tert-butyl-2-oxo-1,2-dihydrospiro[pyrido[2,3-b][1,4]oxazine-3,3'-pyrrolidine]